BrC1=CC=CC2=C1C=C(O2)I 4-bromo-2-iodobenzofuran